hydroxyoxyethylene OOC=C